C(CC)N1N=CC=C1B1OC(C(O1)(C)C)(C)C 1-propyl-5-(4,4,5,5-tetramethyl-1,3,2-dioxaborolan-2-yl)-1H-pyrazole